(S)-N-(5-(7-(azetidin-1-yl)-2-(1-cyclopropylethyl)-1-oxoisoindolin-5-yl)-4-methoxy-7H-pyrrolo[2,3-d]pyrimidin-2-yl)acetamide N1(CCC1)C=1C=C(C=C2CN(C(C12)=O)[C@@H](C)C1CC1)C1=CNC=2N=C(N=C(C21)OC)NC(C)=O